[K+].O=C1N(CC2=CC(=CC=C12)C1=NN=N[N-]1)C1=CC(=C(C=C1)N1CCCCC1)C(NC1=CC=C(C=C1)C)=O 5-(1-oxo-2-(4-(piperidin-1-yl)-3-(p-tolylcarbamoyl)phenyl)isoindolin-5-yl)tetrazol-1-ide potassium(I) salt